1-(cyclopropylmethyl)piperazine chloride [Cl-].C1(CC1)CN1CCNCC1